NN1C(N(C(C=C1C(F)(F)F)=O)C=1C(=CC(=C(C(=O)OC(C(=O)OCC=C)(C)C)C1)I)F)=O 1-(Allyloxy)-2-methyl-1-oxopropan-2-yl 5-(3-amino-2,6-dioxo-4-(trifluoromethyl)-3,6-dihydropyrimidin-1(2H)-yl)-4-fluoro-2-iodobenzoat